3-(4-Aminoimidazo[2,1-f][1,2,4]triazin-7-yl)-N-((1r,3r)-3-cyanocyclobutyl)-4-(methyl-d3)benzenesulfonamide trifluoroacetate salt FC(C(=O)O)(F)F.NC1=NC=NN2C1=NC=C2C=2C=C(C=CC2C([2H])([2H])[2H])S(=O)(=O)NC2CC(C2)C#N